C(C)(=O)C1=NN(C2=CC=C(C=C12)C=1C=NC=2N(C1)N=C(C2)C(C)(C)C)CC(=O)OC(C)(C)C tert-Butyl 2-(3-acetyl-5-(2-(tert-butyl)pyrazolo[1,5-a]pyrimidin-6-yl)-1H-indazol-1-yl)acetate